N-Hydroxy-2-(((2-(6-(2-hydroxyethoxy)pyridin-3-yl)-4-morpholinothieno[3,2-d]pyrimidin-6-yl)methyl)(methyl)amino)pyrimidine-5-carboxamide ONC(=O)C=1C=NC(=NC1)N(C)CC1=CC=2N=C(N=C(C2S1)N1CCOCC1)C=1C=NC(=CC1)OCCO